2-(6-(((1s,3s)-3-([1,2,4]triazolo[1,5-a]pyridin-2-ylamino)cyclopentyl)amino)-5-fluoropyridin-3-yl)pyrazin-3(2H)-one N=1C(=NN2C1C=CC=C2)N[C@@H]2C[C@H](CC2)NC2=C(C=C(C=N2)C2N=CC=NC2=O)F